3,4,5-trimethoxybenzeneamidoxime COC=1C=C(C=C(C1OC)OC)C(N)=NO